2-{3-[(4-methanesulfonylphenyl)amino]-prop-1-yn-1-yl}-N-[1-(oxan-4-yl)piperidin-4-yl]-1-(2,2,2-tri-fluoroethyl)-1H-indol-4-amine CS(=O)(=O)C1=CC=C(C=C1)NCC#CC=1N(C=2C=CC=C(C2C1)NC1CCN(CC1)C1CCOCC1)CC(F)(F)F